FC(CN1N=CC=2C1=NC(=CN2)N2CC1(C2)CN(CC1)C1=NC=CC(=C1)C(F)(F)F)F 2-[1-(2,2-difluoroethyl)-1H-pyrazolo[3,4-b]pyrazin-6-yl]-6-[4-(trifluoromethyl)pyridin-2-yl]-2,6-diazaspiro[3.4]octane